COC1=C(C=CC(=C1)S(=O)(=O)C)N(C(OC(C)(C)C)=O)CC#C tert-butyl (2-methoxy-4-(methylsulfonyl)phenyl)(prop-2-yn-1-yl)carbamate